C(C)(=O)O.C(CC)N(C)C propyl-dimethylamine acetate